tert-butyl (1R,5S)-3-(4-bromo-5-fluoro-7-(methylthio)-[1,3]dioxazolo[4,5-f]quinazolin-9-yl)-3,8-diazabicyclo[3.2.1]octane-8-carboxylate BrC1=C2C(=C3C(=NC(=NC3=C1F)SC)N1C[C@H]3CC[C@@H](C1)N3C(=O)OC(C)(C)C)ONO2